C(CCCCCCCCCCCCCCCCC)C(C(=O)O)C(O)(C(=O)O)CC(=O)O.C(CCCCCCCCCCCCCCCCC)OC(CCCCCCCCCCCCCCCCC)=O.N1(CCNCC1)C(=O)C=1SC=CC1 piperazin-1-yl-(thiophen-2-yl)methanone stearyl-stearate stearyl-citrate